(R)-1-(3-aminopiperidin-1-yl)-2-(4-(trifluoromethoxy)phenyl-amino)ethanone N[C@H]1CN(CCC1)C(CNC1=CC=C(C=C1)OC(F)(F)F)=O